CC1=C(C(=C(C#N)C=C1)OCOCC[Si](C)(C)C)C1=CC=C2C(=N1)N=C(O2)NC2CN(CCC2)C 4-methyl-3-(2-((1-methylpiperidin-3-yl)amino)oxazolo[4,5-b]pyridin-5-yl)-2-((2-(trimethylsilyl)ethoxy)methoxy)benzonitrile